2-[(3,3-dimethylindolin-1-yl)methyl]-6-(2-methoxyethoxy)-3H-quinazolin-4-one CC1(CN(C2=CC=CC=C12)CC1=NC2=CC=C(C=C2C(N1)=O)OCCOC)C